4,4'-dithiobisbenzoic acid C(C1=CC=C(C=C1)SSC1=CC=C(C(=O)O)C=C1)(=O)O